C(C1=CC=CC=C1)OC(=O)N1[C@H](CC2=C(C[C@H]1C)C(C(=C(C2=O)C)C)=O)C benzyl-cis-2,4,7,8-tetramethyl-6,9-dioxo-1,2,4,5,6,9-hexahydro-3H-benzo[d]azepine-3-carboxylate